(R)-2-(5-methyl-3-((1-methylpiperidin-3-yl)amino)-1,2,4-triazine-6-yl)naphthalen-1-ol CC=1N=C(N=NC1C1=C(C2=CC=CC=C2C=C1)O)N[C@H]1CN(CCC1)C